FC(C1=CC=C(C=C1)C1=CC2=C(N=CN=C2N(CC2CCOCC2)C)N1)F 6-(4-(Difluoromethyl)phenyl)-N-methyl-N-((tetrahydro-2H-pyran-4-yl)methyl)-7H-pyrrolo[2,3-d]pyrimidin-4-amine